4-hydroxy-6-methyl-pyran OC1=CCOC(=C1)C